CC1=C(C=C(C(=C1)O)C(C)(C)C)C(CCC)C1=C(C=C(C(=C1)C(C)(C)C)O)C 1,1-bis-(2-methyl-4-hydroxy-5-tert-butyl-phenyl)-butane